3-(morpholin-4-ylmethyl)azetidin-3-ol N1(CCOCC1)CC1(CNC1)O